isopropyl (S)-6-diazo-2-((S)-2-hydroxy-2-(oxazol-2-yl)acetamido)-5-oxohexanoate [N+](=[N-])=CC(CC[C@@H](C(=O)OC(C)C)NC([C@H](C=1OC=CN1)O)=O)=O